O1C(OCC1)C1=C(C=C(C(=C1)OC)OC)C(O)C1=CC2=C(OCO2)C=C1 (2-(1,3-Dioxolan-2-yl)-4,5-dimethoxyphenyl)(benzo[d][1,3]dioxol-5-yl)-meth-anol